ClC=1C(=NC=CC1Cl)C 3,4-dichloro-2-methyl-pyridine